methyl-4,4-difluoro-2-(3-iodopropyl)pyrrolidine-2-carboxylate COC(=O)C1(NCC(C1)(F)F)CCCI